N-((3R,4S)-4-((6-(2,6-difluoro-3,5-dimethoxyphenyl)-8-(3-methoxy-3-methylazetidin-1-yl)pyrido[3,4-d]pyrimidin-2-yl)amino)tetrahydrofuran-3-yl)acrylamide FC1=C(C(=C(C=C1OC)OC)F)C1=CC2=C(N=C(N=C2)N[C@H]2[C@H](COC2)NC(C=C)=O)C(=N1)N1CC(C1)(C)OC